C(C)C(=C)CC=C 2-ethyl-1,4-pentadiene